tert-butyl 4-(6-{4-[5-chloro-2-fluoro-3-(propane-1-sulfonamido)phenyl]-3-(pyridin-4-yl)pyrazol-1-yl}pyridin-3-yl)piperazine-1-carboxylate ClC=1C=C(C(=C(C1)C=1C(=NN(C1)C1=CC=C(C=N1)N1CCN(CC1)C(=O)OC(C)(C)C)C1=CC=NC=C1)F)NS(=O)(=O)CCC